(1r,4R)-4-aminocyclohexane NC1CCCCC1